(R)-benzyl 5-((4-bromo-2,6-difluorophenyl) amino)-4-((tert-butoxycarbonyl) amino)-5-oxopentanoate BrC1=CC(=C(C(=C1)F)NC([C@@H](CCC(=O)OCC1=CC=CC=C1)NC(=O)OC(C)(C)C)=O)F